aluminum sesquicarbonate C([O-])([O-])=O.[Al+3].C([O-])([O-])=O.C([O-])([O-])=O.[Al+3]